2-methyl-4-(6-nitro-3-pyridyl)morpholine CC1CN(CCO1)C=1C=NC(=CC1)[N+](=O)[O-]